cis-3-[(3-chloro-5-fluorobenzyl)oxy]-N-{2-fluoro-3-[6-oxo-4-(trifluoromethyl)-1,6-dihydropyrimidin-2-yl]-4-(trifluoromethyl)benzyl}cyclobutane-1-carboxamide ClC=1C=C(CO[C@H]2C[C@H](C2)C(=O)NCC2=C(C(=C(C=C2)C(F)(F)F)C=2NC(C=C(N2)C(F)(F)F)=O)F)C=C(C1)F